COC=1C=C2C=CC=NC2=C(C1)NS(=O)(=O)C=1C=CC=C2C=CC=NC12 N-(6-methoxyquinolin-8-yl)quinoline-8-sulfonamide